(R)-N-((R)-1-(dibenzo[b,d]furan-3-yl)ethyl)-2-methylpropan-2-sulfinamide C1=CC(=CC=2OC3=C(C21)C=CC=C3)[C@@H](C)N[S@](=O)C(C)(C)C